trans-(P)-1-(5-chloro-2-methoxy-4-((1r,3r)-3-(trifluoromethyl)cyclobutyl)phenyl)-N-(oxazol-2-yl)-2-oxo-1,2-dihydroquinoline-6-sulfonamide ClC=1C(=CC(=C(C1)N1C(C=CC2=CC(=CC=C12)S(=O)(=O)NC=1OC=CN1)=O)OC)[C@@H]1C[C@H](C1)C(F)(F)F